2-acetamido-4-bromobenzoate C(C)(=O)NC1=C(C(=O)[O-])C=CC(=C1)Br